CN1C=NC=C1C1=CC=2C(=NC=C(C2)C(=O)NC=2C(=NC=C(C2)NC(CN2[C@H](CCC2)C)=O)C)N1 (S)-2-(1-methyl-1H-imidazol-5-yl)-N-(2-methyl-5-(2-(2-methylpyrrolidin-1-yl)acetamido)pyridin-3-yl)-1H-pyrrolo[2,3-b]pyridine-5-carboxamide